(S)-2-(1,1-dimethylpropoxy)propionic acid propyl ester C(CC)OC([C@H](C)OC(CC)(C)C)=O